5-(3-((3S,4R)-4-(6-amino-8-oxo-7-(4-phenoxyphenyl)-7,8-dihydro-9H-purin-9-yl)-3-fluoro-[1,4'-bipiperidin]-1'-yl)azetidin-1-yl)-2-(2,6-dioxopiperidin-3-yl)-6-fluoroisoindoline-1,3-dione NC1=C2N(C(N(C2=NC=N1)[C@H]1[C@H](CN(CC1)C1CCN(CC1)C1CN(C1)C=1C=C2C(N(C(C2=CC1F)=O)C1C(NC(CC1)=O)=O)=O)F)=O)C1=CC=C(C=C1)OC1=CC=CC=C1